4-((4-(2-(tert-Butyl)oxazol-4-yl)pyridin-2-yl)((4-(4-methoxy-3-methylphenyl)bicyclo[2.2.2]octan-1-yl)methyl)carbamoyl)cyclohexyl (tetrahydro-2H-pyran-4-yl)trans-carbamate O1CCC(CC1)NC(OC1CCC(CC1)C(N(CC12CCC(CC1)(CC2)C2=CC(=C(C=C2)OC)C)C2=NC=CC(=C2)C=2N=C(OC2)C(C)(C)C)=O)=O